ethyl [(3S)-1-(6'-fluoro-2'-oxo-1',2'-dihydrospiro[cyclohexane-1,3'-indol]-4-yl)pyrrolidin-3-yl]carbamate FC1=CC=C2C3(C(NC2=C1)=O)CCC(CC3)N3C[C@H](CC3)NC(OCC)=O